cis-N1-(5-(2,3-dimethyl-3H-imidazo[4,5-b]pyridin-5-yl)pyrrolo[2,1-f][1,2,4]triazin-2-yl)-N3,N3-dimethylcyclobutane-1,3-diamine CC1=NC=2C(=NC(=CC2)C=2C=CN3N=C(N=CC32)N[C@@H]3C[C@@H](C3)N(C)C)N1C